COC(=S)NCC1(CC(CC(C1)(C)C)NC(OC)=S)C methyl 3-(methoxythiocarbonylamino-methyl)-3,5,5-trimethylcyclohexylthiocarbamate